N-(4-((3-chloro-4-fluorophenyl)amino)-7-(3-(4-(4-(2-((2-(2,6-dioxopiperidin-3-yl)-1-oxoisoindolin-4-yl)amino)acetyl)piperazin-1-yl)piperidin-1-yl)propoxy)quinazolin-6-yl)acrylamide ClC=1C=C(C=CC1F)NC1=NC=NC2=CC(=C(C=C12)NC(C=C)=O)OCCCN1CCC(CC1)N1CCN(CC1)C(CNC1=C2CN(C(C2=CC=C1)=O)C1C(NC(CC1)=O)=O)=O